N(=[N+]=[N-])[C@H](C(=O)N1[C@@H](C[C@H](C1)O)C(=O)N[C@@H](CN1CCOCC1)C1=CC=C(C=C1)C1=C(N=CS1)C(=O)O)C1CCOCC1 5-(4-((R)-1-((2S,4R)-1-((S)-2-azido-2-(tetrahydro-2H-pyran-4-yl)acetyl)-4-hydroxypyrrolidine-2-carboxamido)-2-morpholinoethyl)phenyl)thiazole-4-carboxylic acid